C(CCC)SC1=C(C=2C(=NC(=CC2)C2=CC=CC=C2)S1)[N+](=O)[O-] 2-(butylthio)-3-nitro-6-phenylthieno[2,3-b]Pyridine